C[C@](N)(CC(=O)O)C(=O)O alpha-methyl-L-aspartic acid